5-chloromethyl-2-(trifluoromethyl)pyridine ClCC=1C=CC(=NC1)C(F)(F)F